4-(4-((4-(ethylamino)-3-(trifluoromethyl)-1H-pyrrolo[2,3-b]pyridin-6-yl)amino)-3-methoxyphenyl)-1-(oxetan-3-yl)-1,4-azaphosphinane 4-oxide C(C)NC1=C2C(=NC(=C1)NC1=C(C=C(C=C1)P1(CCN(CC1)C1COC1)=O)OC)NC=C2C(F)(F)F